1-(7-((S)-1-(((R)-1-acetylpyrrolidin-3-yl)oxy)ethyl)-2-chloropyrazolo[1,5-a]pyrimidin-6-yl)-3-(5-chloro-6-(2H-1,2,3-triazol-2-yl)pyridin-3-yl)urea C(C)(=O)N1C[C@@H](CC1)O[C@@H](C)C1=C(C=NC=2N1N=C(C2)Cl)NC(=O)NC=2C=NC(=C(C2)Cl)N2N=CC=N2